The molecule is a member of the class of quinazolines that is quinazoline substituted by methoxy groups at positions 6 and 7 and a (3-chlorophenyl)nitrilo group at position 4. It acts as an epidermal growth factor receptor antagonist. It has a role as an epidermal growth factor receptor antagonist and an antineoplastic agent. It is a member of quinazolines, an aromatic ether and a member of monochlorobenzenes. COC1=C(C=C2C(=C1)C(=NC=N2)NC3=CC(=CC=C3)Cl)OC